COC=1C=C(C=CC1)NC1=NC=2C(C3=CN=CC=C13)=NN1C2C=NC=C1 N-(3-methoxyphenyl)pyrazino[1',2':1,5]pyrazolo[4,3-c][2,6]naphthyridin-5-amine